(S,R) or (S,S)-4-((di-methylamino)methyl)-N'-((3-methyl-1,2,3,5,6,7-hexa-hydrodicyclopenta[b,e]pyridin-8-yl)carbamoyl)benzene-sulfonimidamide CN(C)CC1=CC=C(C=C1)[S@](=O)(N)=NC(NC1=C2C(=NC3=C1CCC3)[C@@H](CC2)C)=O |o1:25|